ClC=1C=CC(=C(C1)O)C1=C2C(=C(N=N1)NC[C@@H]1CC(CC1)(F)F)C=NC=C2 5-chloro-2-[4-({[(1S)-3,3-difluorocyclopentyl]methyl}amino)pyrido[3,4-d]pyridazin-1-yl]phenol